Methanol Sodium Bromide Hydroxide Bromide [Br-].[OH-].[Br-].[Na+].CO